FC1=CC(=C(C=C1)N1N=CC=2C1=NC(=NC2O)N2[C@@H](CCC2)C(=O)O)OCCO (2S)-1-[1-[4-fluoro-2-(2-hydroxyethoxy)phenyl]-4-hydroxy-pyrazolo[3,4-d]pyrimidin-6-yl]pyrrolidine-2-carboxylic acid